[Na+].C(C)C=1C(=C(C(=O)[O-])C=CC1)O ethyl-hydroxybenzoic acid, sodium salt